ClP(CC(C#N)=O)N(C(C)C)C(C)C 3-[chloro-(diisopropylamino)phosphanyl]oxopropanenitrile